CN1N=CC(=C1)C=1C=CC2=CN(N=C2C1)C1CCC(CC1)CNC(OC(C)(C)C)=O tert-butyl ({(1r,4r)-4-[6-(1-methyl-1H-pyrazol-4-yl)-2H-indazol-2-yl]cyclohexyl}methyl)carbamate